BrC=1C(=C(O[C@H]2CC3(CC2)CCN(CC3)C(=O)OC(C)(C)C)C=CC1)C tert-butyl (R)-2-(3-bromo-2-methylphenoxy)-8-azaspiro[4.5]decane-8-carboxylate